FC1=C2C(C(N(C2=C(C=C1C(F)(F)F)F)CC(=O)N[C@H]([C@@H](CC(=O)[O-])C)C)=O)(C)C (3r,4s)-4-(2-(4,7-difluoro-3,3-dimethyl-2-oxo-5-(trifluoromethyl) indol-1-yl) acetamido)-3-methylpentanoate